ClC1=NC(=NC=C1C#N)NC1CCC(CC1)OCC 4-chloro-2-((1r,4r)-4-ethoxycyclohexylamino)pyrimidine-5-carbonitrile